FC(CN1N=NC2=C1C=C(C=C2)C=2C(=CN1N=C(N=C(C12)OC)N[C@@H]1[C@H](CN(CC1)CCOC)F)F)F 5-(1-(2,2-difluoroethyl)-1H-benzo[d][1,2,3]triazol-6-yl)-6-fluoro-N-((3S,4S)-3-fluoro-1-(2-methoxyethyl)piperidin-4-yl)-4-methoxypyrrolo[2,1-f][1,2,4]triazin-2-amine